C(C)NC(=O)C1=CC2=C(C(N(C=C2C(C)C2=CC3=CC=CC=C3C=C2)C)=O)N1 N-ethyl-6-methyl-4-(1-(naphthalen-2-yl)ethyl)-7-oxo-6,7-dihydro-1H-pyrrolo[2,3-c]pyridin-2-carboxamide